C1(CCCC1)NC1=NC=2N(C3=CC=CC=C13)N=C(C2)C N-cyclopentyl-2-methylpyrazolo[1,5-a]quinazolin-5-amine